4-(4-(dimethylamino)but-2-enoyl)piperazin-2-one CN(CC=CC(=O)N1CC(NCC1)=O)C